FC(C(=O)O)(F)F.C(#N)C1(CC1)N(S(=O)(=O)C=1C=C(C=2N(C1)C(=CN2)C2=C(NC(=C2)N)N)N2CCN(CC2)C(C(C)C)=O)CC2=CC=C(C=C2)OC N-(1-cyanocyclopropyl)-3-(2,5-diamino-1H-pyrrol-3-yl)-8-(4-isobutyrylpiperazin-1-yl)-N-(4-methoxybenzyl)imidazo[1,2-a]pyridine-6-sulfonamide trifluoroacetate